silver(I) perfluoro naphthalenesulfonate C1(=CC=CC2=CC=CC=C12)S(=O)(=O)OF.[Ag+]